NC1CCC(CC1)F (1s,4s)-4-amino-1-fluorocyclohexane